3-(6-(4-((4-(6-(4-chloro-1H-imidazol-1-yl)-2-methylpyrimidin-4-yl)piperazin-1-yl)methyl)benzyl)-2-oxobenzo[cd]indol-1(2H)-yl)piperidine-2,6-dione ClC=1N=CN(C1)C1=CC(=NC(=N1)C)N1CCN(CC1)CC1=CC=C(CC=2C=3C4=C(C(N(C4=CC2)C2C(NC(CC2)=O)=O)=O)C=CC3)C=C1